3-[(1-cyano-4-hydroxy-7-phenoxy-isoquinoline-3-carbonyl)-amino]-3-methyl-butyric acid C(#N)C1=NC(=C(C2=CC=C(C=C12)OC1=CC=CC=C1)O)C(=O)NC(CC(=O)O)(C)C